1-(4-fluoro-3-trifluoromethyl-benzyl)-3-spiro[3.3]hept-2-yl-urea FC1=C(C=C(CNC(=O)NC2CC3(C2)CCC3)C=C1)C(F)(F)F